3-[4-(3,3-Difluorocyclobutoxy)phenyl]azetidine 2,2,2-trifluoroacetate FC(C(=O)O)(F)F.FC1(CC(C1)OC1=CC=C(C=C1)C1CNC1)F